3-(3-dimethylaminopropyl)-1-ethylcarbodiimide CN(CCCN=C=NCC)C